C(C)(=O)NC1=CC=C(C=N1)NC(=O)[C@@H]1CN([C@H](O1)C(F)(F)F)C1=CC(=C(C=C1)C#N)C(F)(F)F (2R,5S)-N-(6-Acetamidopyridin-3-yl)-3-(4-cyano-3-(trifluoromethyl)phenyl)-2-(trifluoromethyl)oxazolidin-5-carboxamid